2-(2-(2-oxo-1,3,8-triazaspiro[4.5]decan-3-yl)ethyl)isoindoline-1,3-dione O=C1NC2(CN1CCN1C(C3=CC=CC=C3C1=O)=O)CCNCC2